(2'S,3'R)-2'-(((tert-butyldimethylsilyl)oxy)methyl)-6'-hydroxy-2',4',6'-trimethyl-7'-oxo-2',3',6',7'-tetrahydrospiro[cyclopropane-1,5'-inden]-3'-yl L-seryl-L-seryl-L-prolinate N[C@@H](CO)C(=O)N[C@@H](CO)C(=O)N1[C@@H](CCC1)C(=O)O[C@H]1[C@](C=C2C(C(C3(C(=C12)C)CC3)(C)O)=O)(C)CO[Si](C)(C)C(C)(C)C